N-(2-azidoethyl)-3,4,5-tris(dodecyloxy)benzamide N(=[N+]=[N-])CCNC(C1=CC(=C(C(=C1)OCCCCCCCCCCCC)OCCCCCCCCCCCC)OCCCCCCCCCCCC)=O